tert-Butyl (2-((4-amino-6-(3-(4-cyclopropyl-2-fluorobenzamido)-5-fluoro-2-methylphenyl)pyrimidin-5-yl)oxy)ethyl)(methyl)carbamate NC1=NC=NC(=C1OCCN(C(OC(C)(C)C)=O)C)C1=C(C(=CC(=C1)F)NC(C1=C(C=C(C=C1)C1CC1)F)=O)C